1''-(6-(methylsulfinyl)-3-((4-(undecyloxy)phenyl)sulfonyl)quinolin-4-yl)-[1,4':1',4''-terpiperidin]-4-ol CS(=O)C=1C=C2C(=C(C=NC2=CC1)S(=O)(=O)C1=CC=C(C=C1)OCCCCCCCCCCC)N1CCC(CC1)N1CCC(CC1)N1CCC(CC1)O